C(C)C=1C(=NNC(C1C(F)(F)F)=O)COCCC(=O)OC methyl 3-[[4-ethyl-6-oxo-5-(trifluoromethyl)-1H-pyridazin-3-yl]methoxy]propanoate